COCC1=C(N=CC=2N(C3=CC=C(C=C3C21)OCC=2SC=CN2)C(=O)OC(C)(C)C)C(=O)OC(C)C 9-(tert-butyl) 3-isopropyl 4-(methoxymethyl)-6-(thiazol-2-ylmethoxy)-9H-pyrido[3,4-b]indole-3,9-dicarboxylate